2-Ethynyl-N-(4-(2-methyl-2H-indazol-4-yl)phenethyl)thiazole-4-carboxamide C(#C)C=1SC=C(N1)C(=O)NCCC1=CC=C(C=C1)C=1C2=CN(N=C2C=CC1)C